rel-(1R,3R,4S,5R)-4-(3,4-difluoro-2-methoxyphenyl)-5-methyl-N-(2-(4-methyl-2-Oxopiperazin-1-yl)pyridin-4-yl)-1-(trifluoromethyl)-2-oxabicyclo[3.2.0]heptane-3-carboxamide FC=1C(=C(C=CC1F)[C@H]1[C@@H](O[C@@]2(CC[C@]12C)C(F)(F)F)C(=O)NC1=CC(=NC=C1)N1C(CN(CC1)C)=O)OC |o1:8,9,11,14|